(S)-1-((cyclopropyl-1-d)methyl-d2)-3-methylpiperazine, hydrochloride Cl.C1(CC1)([2H])C(N1C[C@@H](NCC1)C)([2H])[2H]